N[C@]1([C@H](CCC1)CC)C(=O)O |r| Racemic-(1R,2S)-1-amino-2-ethylcyclopentane-1-carboxylic acid